C(\C=C/CCC)=O (Z)-2-hexen-1-aldehyde